2-(3,5-dimethyl-1-(4-(5-(trifluoromethyl)-1,2,4-oxadiazol-3-yl)phenyl)-1H-pyrazol-4-yl)-N-(2-methoxyethyl)acetamide CC1=NN(C(=C1CC(=O)NCCOC)C)C1=CC=C(C=C1)C1=NOC(=N1)C(F)(F)F